5-bromo-N-(2-fluoro-2-methylpropyl)pyrrolo[2,1-f][1,2,4]triazin-2-amine BrC=1C=CN2N=C(N=CC21)NCC(C)(C)F